(1S,3R)-N1-(6-chloro-2-(trifluoromethyl)quinolin-4-yl)-N3-(2-methylpyrazolo[1,5-a]pyrazine-4-yl)cyclohexane-1,3-diamine ClC=1C=C2C(=CC(=NC2=CC1)C(F)(F)F)N[C@@H]1C[C@@H](CCC1)NC=1C=2N(C=CN1)N=C(C2)C